3-fluoro-4-((2s,4s)-2-(2-hydroxypropan-2-yl)-6,9-dioxo-5-(4-(trifluoro-methyl)benzyl)-5,8-diazaspiro[3.5]nonan-8-yl)benzonitrile FC=1C=C(C#N)C=CC1N1CC(N(C2(CC(C2)C(C)(C)O)C1=O)CC1=CC=C(C=C1)C(F)(F)F)=O